C1=CC=CC2=CC3=CC4=CC5=CC=C6C=C7C=C8C=C9C=CC=CC9=CC8=CC7=CC6=C5C=C4C=C3C=C12 nonaphene